ClC1=CC=C(C=C1)CN1C(=NC=2N(C([C@@H](N(C(C21)=O)CCCO)C)=O)C)OC2=CC(=CC=C2)F (6S)-1-[(4-chlorophenyl)methyl]-2-(3-fluorophenoxy)-7-(3-hydroxypropyl)-4,6-dimethyl-1H,4H,5H,6H,7H,8H-imidazo[4,5-e][1,4]diazepine-5,8-dione